Benzofuro[2,3-c]oxazolo[4,5-a]carbazole C1=CC=CC2=C1C=1C(=C3C(=C4NC=5C=CC=CC5C14)N=CO3)O2